tert-butyl ((6-(4-fluorophenyl)-4-(1-(3-(methylcarbamoyl)benzyl)-1H-pyrazol-3-yl)pyridin-3-yl)methyl)carbamate FC1=CC=C(C=C1)C1=CC(=C(C=N1)CNC(OC(C)(C)C)=O)C1=NN(C=C1)CC1=CC(=CC=C1)C(NC)=O